Cl.C(C)OC[C@@]1(CN(CC1)C(C)(C)C=1C=NC(=CC1)C)CCC=1C=CC(=NC1)OC (S)-5-(2-(3-(ethoxymethyl)-1-(2-(6-methylpyridin-3-yl)propan-2-yl)pyrrolidin-3-yl)ethyl)-2-methoxypyridine HCl